C(C)(C)(C)OC(NC1CC(C1)OC=1C=C2C(=NC=NC2=CC1OC([2H])([2H])[2H])NC1=C(C(=C(C=C1)Cl)Cl)F)=O tert-butyl((1s,3s)-3-((4-((3,4-dichloro-2-fluorophenyl)amino)-7-(methoxy-d3)quinazolin-6-yl)oxy)cyclobutyl)carbamate